3-(2-azidoethyl)-2-methyl-1-p-toluenesulfonyl-1H-pyrrole N(=[N+]=[N-])CCC1=C(N(C=C1)S(=O)(=O)C1=CC=C(C)C=C1)C